C(C)(=O)N1CC(C1)NCC1=CC(=C(C=C1)N1N=CC(=C1)C1=NC(=NC=C1C#N)NC1CCN(CC1)S(=O)(=O)C)Cl 4-(1-(4-(((1-Acetylazetidin-3-yl)amino)methyl)-2-chlorophenyl)-1H-pyrazol-4-yl)-2-((1-(methylsulfonyl)piperidin-4-yl)amino)pyrimidine-5-carbonitrile